N-hydroxy-4-methyl-2-((2,4,6-trimethylphenyl)sulfonamido)pentanamide ONC(C(CC(C)C)NS(=O)(=O)C1=C(C=C(C=C1C)C)C)=O